tert-butyl 5-(3-aminopropoxy)pentanoate NCCCOCCCCC(=O)OC(C)(C)C